C(C)(C)(C)OC(=O)N1CC2(C1)CC(C2)C(=O)O 2-[(tert-butoxy)carbonyl]-2-azaspiro[3.3]heptane-6-carboxylic acid